C(CCC)OC=1C=C(C=CC1C)/C=C/C(=O)C1=C(C=CC=C1)O (E)-3-(3-Butoxy-4-methylphenyl)-1-(2-hydroxyphenyl)prop-2-en-1-one